BrC1=C(C(=CC=C1)Cl)C1=CC=2NC(N(C(C2S1)=O)C1=C2C(=CN=C1)SC=C2C)=O 6-(2-bromo-6-chlorophenyl)-3-(3-methylthieno[2,3-c]pyridin-4-yl)thieno[3,2-d]pyrimidine-2,4(1H,3H)-dione